(S)-2-methyl-N-(4-(3-phenylisoxazolidin-2-yl)-7H-pyrrolo[2,3-d]pyrimidin-2-yl)-1,2,3,4-tetrahydroisoquinolin-6-amine CN1CC2=CC=C(C=C2CC1)NC=1N=C(C2=C(N1)NC=C2)N2OCC[C@H]2C2=CC=CC=C2